(R)-4-(4-chloropyridin-2-yl)-N-(1-methyl-1H-pyrrolo[2,3-c]pyridin-7-yl)-N-(piperidin-3-yl)piperazine-1-carboxamide ClC1=CC(=NC=C1)N1CCN(CC1)C(=O)N([C@H]1CNCCC1)C=1N=CC=C2C1N(C=C2)C